BrC=1C=C(C(=NC1)C(=O)NC1=C(C=CC(=C1)SC(F)(F)F)O)S(=O)(=O)CC 5-bromo-3-ethylsulfonyl-N-[2-hydroxy-5-(trifluoromethyl-sulfanyl)phenyl]Pyridine-2-carboxamide